3a-Benzyl-2-tert-butyl-4H,5H,6H,7H-pyrazolo[4,3-c]pyridin-3-one C(C1=CC=CC=C1)C12CNCCC1=NN(C2=O)C(C)(C)C